FC=1C=C2C(=NN(C2=C(C1C1CCN(CC1)[C@H](C)C1CCNCC1)F)C)C1C(NC(CC1)=O)=O 3-[5,7-difluoro-1-methyl-6-[1-[(1R)-1-(4-piperidyl)ethyl]-4-piperidyl]indazol-3-yl]piperidine-2,6-dione